CC(CCO)=CC(C)C 3,5-dimethyl-3-hexen-1-ol